(3R)-1-[(4S)-2-[[2-methyl-3-(4,4,5,5-tetramethyl-1,3,2-dioxaborolan-2-yl)phenyl]carbamoyl]-4,5,6,7-tetrahydropyrazolo[1,5-a]pyridin-4-yl]pyrrolidine-3-carboxylate CC1=C(C=CC=C1B1OC(C(O1)(C)C)(C)C)NC(=O)C1=NN2C([C@H](CCC2)N2C[C@@H](CC2)C(=O)[O-])=C1